2-(5-fluoro-2-(tetrahydro-2H-pyran-2-yl)phenyl)acetic acid methyl ester COC(CC1=C(C=CC(=C1)F)C1OCCCC1)=O